N-(5-((6-((R)-3-(2,5-difluorophenyl)-isoxazolidine-2-yl)pyrimidine-4-yl)amino)-4-methoxy-2-(4-methylpiperazine-1-yl)phenyl)acrylamide FC1=C(C=C(C=C1)F)[C@@H]1N(OCC1)C1=CC(=NC=N1)NC=1C(=CC(=C(C1)NC(C=C)=O)N1CCN(CC1)C)OC